N-cyclopropyl-3-(6-((1-hydroxy-2-methylpropan-2-yl)amino)-5-(morpholine-4-carbonyl)pyridin-3-yl)-4-methylbenzamide C1(CC1)NC(C1=CC(=C(C=C1)C)C=1C=NC(=C(C1)C(=O)N1CCOCC1)NC(CO)(C)C)=O